carboxycoa C(=O)(O)SCCNC(CCNC([C@@H](C(COP(OP(OC[C@@H]1[C@H]([C@H]([C@@H](O1)N1C=NC=2C(N)=NC=NC12)O)OP(=O)(O)O)(=O)O)(=O)O)(C)C)O)=O)=O